2-oxobutyrate O=C(C(=O)[O-])CC